(S)-1-(6,7-dimethoxy-2-((1-(3,4,5-trimethoxyphenyl)-1H-imidazol-4-yl)amino)quinazolin-4-yl)pyrrolidine-2-carboxamide butyl-4-methyl-(2R,4R)-2-methylpiperidine-1,4-dicarboxylate C(CCC)OC(=O)N1[C@@H](C[C@@](CC1)(C(=O)O)C)C.COC=1C=C2C(=NC(=NC2=CC1OC)NC=1N=CN(C1)C1=CC(=C(C(=C1)OC)OC)OC)N1[C@@H](CCC1)C(=O)N